The molecule is a monocarboxylic acid amide obtained by formal condensation of the carboxy group of (2-nitro-1H-imidazol-1-yl)acetic acid with the amino group of ethanolamine. Used as a radiosensitising agent for hypoxic tumour cells. It has a role as an antineoplastic agent, a prodrug, an alkylating agent and a radiosensitizing agent. It is a member of imidazoles, a C-nitro compound and a monocarboxylic acid amide. It derives from an ethanolamine. C1=CN(C(=N1)[N+](=O)[O-])CC(=O)NCCO